2-(2-(3-(4-Methoxyphenyl)propoxy)phenyl)ethan-1-ol COC1=CC=C(C=C1)CCCOC1=C(C=CC=C1)CCO